N-(4-(3-methoxyoxetan-3-yl)phenyl)-5-(4-(trifluoromethyl)phenyl)hexahydropyrrolo[3,4-c]pyrrole-2(1H)-carboxamide COC1(COC1)C1=CC=C(C=C1)NC(=O)N1CC2CN(CC2C1)C1=CC=C(C=C1)C(F)(F)F